N-((5,6-Dihydro-2H-pyran-3-yl)methyl)-10-hydroxy-10-((6-oxo-4-phenylpyrimidin-1(6H)-yl)methyl)-7-azaspiro[4.5]decane-7-carboxamide O1CC(=CCC1)CNC(=O)N1CC2(CCCC2)C(CC1)(CN1C=NC(=CC1=O)C1=CC=CC=C1)O